6-(3-amino-2-chloro-6-fluorophenoxy)-3,5-dimethylquinazolin-4(3H)-one NC=1C(=C(OC=2C(=C3C(N(C=NC3=CC2)C)=O)C)C(=CC1)F)Cl